C(C)(C)C=1C(=NNC1C=1C=C(C=2N(C1)N=CN2)C)C=2SC(=CN2)C2CCN(CC2)CCS(=O)(=O)C 2-(4-isopropyl-5-(8-methyl-[1,2,4]triazolo[1,5-a]pyridin-6-yl)-1H-pyrazol-3-yl)-5-(1-(2-(methylsulfonyl)ethyl)piperidin-4-yl)thiazole